C1(=CC=CC=C1)[C@H]1CCC2=NC=3C(=NC(=CC3)C3=CC(=NC=C3)OC3CCC(CC3)O)N21 (1R,4R)-4-((4-((R)-8-phenyl-7,8-dihydro-6H-pyrrolo[2',1':2,3]imidazo[4,5-b]pyridin-2-yl)pyridin-2-yl)oxy)cyclohexanol